(S)-2-((S)-3-fluoro-2-hydroxypropionylamino)-4-methyl-N-((S)-3-oxo-1-((S)-2-oxopyrrolidin-3-yl)-4-(trifluoromethoxy)butan-2-yl)pentanamide FC[C@H](C(=O)N[C@H](C(=O)N[C@@H](C[C@H]1C(NCC1)=O)C(COC(F)(F)F)=O)CC(C)C)O